C1(CCC1)OC1=C(C#N)C=CC=C1 Cyclobutoxybenzonitrile